N[C@@H](CC1=NC(=CC=C1)C#N)C1=C(C=CC=C1)C1=NOC2=C1C=CC(=C2)Br (S)-{2-Amino-[2-(6-bromobenzo[d]isoxazol-3-yl)phenyl]ethyl}-6-cyanopyridine